ethyl (R)-mandelate C([C@H](O)C1=CC=CC=C1)(=O)OCC